FC1=CC2=C(N(C(=N2)C2=CC=C(C=C2)S(=O)(=O)C)C)C=C1C1CCN(CC1)C1CCN(CC1)C1COC1 5-fluoro-1-methyl-2-(4-(methylsulfonyl)phenyl)-6-(1'-(oxetan-3-yl)-[1,4'-bipiperidin]-4-yl)-1H-benzo[d]imidazole